N-sulphocysteine S(=O)(=O)(O)N[C@@H](CS)C(=O)O